ClCCOP(=O)(OCCCl)OCCCl.FC=1C=C(C=NC1)C=1N=C(NC(C1)=O)C=1C=C(CC(C(=O)N)(C)C)C=CC1C(F)(F)F {3-[4-(5-Fluoropyridin-3-yl)-6-oxo-1,6-dihydropyrimidin-2-yl]-4-(trifluoromethyl)benzyl}isobutyramide tris(2-chloroethyl)phosphate